BrC=1C=CC2=C(C(=NO2)N(S(=O)(=O)C2=C(C=CC(=C2)CC)OC)CC2=C(C=C(C=C2)OC)OC)C1 N-(5-bromobenzo[d]isoxazol-3-yl)-N-(2,4-dimethoxybenzyl)-5-ethyl-2-methoxybenzenesulfonamide